1,3-propanediyl divalerate C(CCCC)(=O)OCCCOC(CCCC)=O